4-((3,3-difluoro-1-methylpiperidin-4-yl)amino)-N-((R)-1-(2-methyl-3-(trifluoromethyl)phenyl)ethyl)-6-oxo-1-(tetrahydro-2H-pyran-4-yl)-1,6-dihydropyridine-3-carboxamide FC1(CN(CCC1NC=1C(=CN(C(C1)=O)C1CCOCC1)C(=O)N[C@H](C)C1=C(C(=CC=C1)C(F)(F)F)C)C)F